(2S)-2'-methyl-2-(1-methyl-1H-1,2,3-triazol-4-yl)-4',5'-dihydrospiro[piperidine-4,7'-thieno[2,3-c]pyran] CC1=CC2=C(C3(OCC2)C[C@H](NCC3)C=3N=NN(C3)C)S1